FC(C=1C=C(C=CC1F)C=1C=C2C(=NC1)N(CN2)C)F 6-(3-(difluoromethyl)-4-fluorophenyl)-3-methyl-1,3-dihydro-2H-imidazo[4,5-b]Pyridine